NN1C(=NC(=C1C(=O)N)C1=CC=C(C=C1)C(NC1=NC=CC(=C1)C)=O)[C@H]1N(CCCC1)C(\C=C\C1=CC=CC=C1)=O (S,E)-1-Amino-2-(1-cinnamoylpiperidin-2-yl)-4-(4-((4-methylpyridin-2-yl)carbamoyl)phenyl)-1H-imidazol-5-carboxamid